C(C)C1=NN=C(O1)C=1C=C2CCC(C2=CC1)NC([O-])=O (5-(5-Ethyl-1,3,4-oxadiazol-2-yl)-2,3-dihydro 1H-inden-1-yl)carbamate